4-(2-hydroxypropan-2-yl)-N,N-dimethyl-3-(1H-benzimidazol-5-yl)benzamide OC(C)(C)C1=C(C=C(C(=O)N(C)C)C=C1)C1=CC2=C(NC=N2)C=C1